[Br-].C(C1=CC=CC=C1)NC(C[N+]1(CCCCCC1)CC(=O)NC1=C(SC=C1C(=O)N1CCOCC1)C)=O 1-(2-(benzylamino)-2-oxoethyl)-1-(2-((2-methyl-4-(morpholine-4-carbonyl)thiophen-3-yl)amino)-2-oxoethyl)azepan-1-ium bromide